6-(4-((2R,6S)-4-acryloyl-6-methyl-1-(methylsulfonyl)piperazin-2-yl)-6-chloropyridin-2-yl)-N-methylpyrimidine-4-carboxamide C(C=C)(=O)N1C[C@H](N([C@H](C1)C)S(=O)(=O)C)C1=CC(=NC(=C1)Cl)C1=CC(=NC=N1)C(=O)NC